C(=O)O.N[C@H](C(=O)NCCNC(C1=C(C=C(C=C1)NC=1C=2N(C=CN1)C(=CN2)C2=C(C(=C(C=C2)OCC#N)F)F)CC)=O)CCCNC(=N)N N-[2-[[(2S)-2-amino-5-guanidino-pentanoyl]amino]ethyl]-4-[[3-[4-(cyanomethoxy)-2,3-difluorophenyl]imidazo[1,2-a]pyrazin-8-yl]amino]-2-ethyl-benzamide formate